2,6-dichloro-5-methylnicotinonitrile ClC1=C(C#N)C=C(C(=N1)Cl)C